[Sn].[In].[Ag] silver-indium-tin